CN1N=CC2=CC(=CC(=C12)C)B(O)O 1,7-DIMETHYL-1H-INDAZOLE-5-BORONIC ACID